COC(C(S(=O)(=O)C)[C@@H]1[C@H](N(C1)C(C1=CC=CC=C1)C1=CC=CC=C1)C)=O 2-[(2R,3S)-1-(diphenylmethyl)-2-methylazetidin-3-yl]-2-methanesulfonylacetic acid methyl ester